CS(=O)(=O)OCCOC1=NC(=NC=C1)NC1=C(C(OC(=C1)C(NC=1SC(=NN1)N1N=CC=C1C)=O)=O)OC 2-((2-((3-methoxy-6-((5-(5-methyl-1H-pyrazol-1-yl)-1,3,4-thiadiazol-2-yl)carbamoyl)-2-oxo-2H-pyran-4-yl)amino)pyrimidin-4-yl)oxy)ethyl methanesulfonate